N[C@]1(CN(CC1)C(=O)OC(C)(C)C)CO tert-butyl (3R)-3-amino-3-(hydroxymethyl)pyrrolidine-1-carboxylate